C(C)(C)(C)P(C=1[C-](C=CC1)[C@H](C)P(C1=C(C=CC=C1)C)C1=C(C=CC=C1)C)C(C)(C)C.[CH-]1C=CC=C1.[Fe+2] (S)-1-[(S)-2-(di-tert-butylphosphino)ferrocenyl]ethyl-di(2-methylphenyl)phosphine